C1(C=2C(C(N1)=O)=CC=CC2)=O phthalic acid imide